C(C)(=O)O[C@@H]1[C@H](O[C@H]([C@@H]([C@H]1OC(C)=O)NC(C)=O)N=[N+]=[N-])COC(C)=O (2R,3S,4R,5R,6R)-5-Acetamido-2-(acetoxymethyl)-6-azidotetrahydro-2H-pyran-3,4-diyl diacetate